C(C)(C)(C)C1N(CC=C(C1)C1=CC=C2C(=CC=NC2=C1)Cl)C(=O)O.C(C1=CC=CC=C1)OC=1C=C(C=C(C1OCC1=CC=CC=C1)OCC1=CC=CC=C1)C1OC=2C=C(C=C(C2C(C1O)O)O)O 2-(3,4,5-tribenzyloxy-phenyl)chroman-3,4,5,7-tetraol tert-butyl-4-(4-chloroquinolin-7-yl)-3,6-dihydropyridine-1(2H)-carboxylate